FC=1C(=C(C#N)C=CC1)C 3-fluoro-2-methyl-benzonitrile